(S)-(1-amino-1-oxobutan-2-yl)carbamic acid benzyl ester C(C1=CC=CC=C1)OC(N[C@H](C(=O)N)CC)=O